OC1C[C@H](N2[C@@H]1OC1(C2=O)CCNCC1)C1=CC=CC=C1 (5'S,7a'R)-7'-hydroxy-5'-phenyltetrahydro-3'H-spiro[piperidine-4,2'-pyrrolo[2,1-b]oxazol]-3'-one